CC=1C=C(OC(=O)C2C3C4C5C=CC(C4C(C2)C3=O)C5=O)C=CC1C 8-(3,4-dimethylphenoxycarbonyl)-11,12-dioxo-tetracyclo[4.4.0.12,5.17,10]-3-dodecene